C(C=C)(=O)N1[C@H]([C@@H](OCC1)C1=CC(=NC(=C1)Cl)C1=CC(=NC=N1)C(=O)NC)CC#N |r| racemic-trans-6-(4-(4-acryloyl-3-(cyanomethyl)morpholin-2-yl)-6-chloropyridin-2-yl)-N-methylpyrimidine-4-carboxamide